C(C)(=O)C1=CC(=CNC1=O)C(C)ON1C(C2=CC=CC=C2C1=O)=O 2-(1-(5-acetyl-6-oxo-1,6-dihydropyridin-3-yl)ethoxy)isoindoline-1,3-dione